BrC1=C(C=CC2=CC=CC=C12)N(P(NC1=CC(=CC=C1)C)(O)=O)C1=CC(=CC=C1)C (1-bromonaphthalen-2-yl)-N,N'-bis(3-methylphenyl)phosphoric acid diamide